(((S)-3-(7-fluoro-3,4-dihydroisoquinolin-2(1H)-yl)-2-hydroxypropyl)amino)-1-(tetrahydro-2H-pyran-2-yl)-5-(trifluoromethyl)-1H-pyrazolo[4,3-d]pyrimidin-7-ol FC1=CC=C2CCN(CC2=C1)C[C@H](CNC1=NN(C2=C1N=C(N=C2O)C(F)(F)F)C2OCCCC2)O